CN1N=C(C=C1)C=1C(=NC=C(C1)[N+](=O)[O-])N 3-((1-methyl-1H-pyrazol-3-yl))-5-nitropyridin-2-amine